(S)-5-(1-(2-Chlorophenyl)-2-methoxy-2-oxoethyl)-4,5,6,7-tetrahydrothieno[3,2-c]pyridin-2-yl ((3,5,6-trimethylpyrazin-2-yl) methyl) succinate C(CCC(=O)OCC1=NC(=C(N=C1C)C)C)(=O)OC1=CC=2CN(CCC2S1)[C@H](C(=O)OC)C1=C(C=CC=C1)Cl